2,5-dioxopyrrolidin-1-yl 4-ethynylbenzoate C(#C)C1=CC=C(C(=O)ON2C(CCC2=O)=O)C=C1